3-(3-fluoro-4-methoxyphenyl)-3-(4-(3-(5,6,7,8-tetrahydro-1,8-naphthyridin-2-yl)propyl)-2H-1,2,3-triazol-2-yl)propanoic acid FC=1C=C(C=CC1OC)C(CC(=O)O)N1N=CC(=N1)CCCC1=NC=2NCCCC2C=C1